NCCCOCCOCCOCCCN 4,7,10-trioxa-1,13-diaminotridecane